4-ethoxy-1-(4-chlorophenyl)-2-oxo-1,2-dihydropyridine-3-carbonyl chloride C(C)OC1=C(C(N(C=C1)C1=CC=C(C=C1)Cl)=O)C(=O)Cl